1-(9Z-tetradecenoyl)-2-tetradecanoyl-glycero-3-phosphocholine CCCCCCCCCCCCCC(=O)O[C@H](COC(=O)CCCCCCC/C=C\CCCC)COP(=O)([O-])OCC[N+](C)(C)C